4-(4-{[2,4-bis(trifluoromethyl)phenyl]methoxy}-3-methoxyphenyl)-2H,4H,5H,6H,7H-pyrazolo[3,4-b]pyridin-6-one FC(C1=C(C=CC(=C1)C(F)(F)F)COC1=C(C=C(C=C1)C1C=2C(NC(C1)=O)=NNC2)OC)(F)F